N-(6-(1-methyl-1H-pyrazol-4-yl)isoquinolin-3-yl)-2-(4-(trifluoromethyl)piperidin-1-yl)acetamide CN1N=CC(=C1)C=1C=C2C=C(N=CC2=CC1)NC(CN1CCC(CC1)C(F)(F)F)=O